NC1=C2C(=NC=N1)N(N=C2C2=CC(=C(C=C2)OC(C)C)F)C(C)C=2OC1=CC=CC(=C1C(C2C2=CC(=CC=C2)F)=O)F (+)-2-(1-(4-amino-3-(3-fluoro-4-isopropoxyphenyl)-1H-pyrazolo[3,4-d]pyrimidin-1-yl)ethyl)-5-fluoro-3-(3-fluorophenyl)-4H-chromen-4-one